(2S,4R)-4-((2-chloro-7-((2-(trimethylsilyl)ethoxy)methyl)-7H-pyrrolo[2,3-d]pyrimidin-4-yl)oxy)-2-methyltetrahydro-pyrrole-1-carboxylic acid tert-butyl ester C(C)(C)(C)OC(=O)N1[C@H](C[C@H](C1)OC=1C2=C(N=C(N1)Cl)N(C=C2)COCC[Si](C)(C)C)C